4-((benzyloxy)carbonyl)piperazine-2-carboxylic acid C(C1=CC=CC=C1)OC(=O)N1CC(NCC1)C(=O)O